C(C)(C)(C)OC(NC1(CCN(CC1)C1=NC=C(C=C1)Br)C=O)=O (1-(5-Bromopyridin-2-yl)-4-formylpiperidin-4-yl)carbamic acid tert-butyl ester